2-chloro-N-(2-ethyl-6-methylphenyl)-N-[(1R)-2-methoxy-1-methylethyl]acetamide ClCC(=O)N([C@@H](COC)C)C1=C(C=CC=C1C)CC